(3S,7R)-3-azabicyclo[3.3.0]octane C12CNCC2CCC1